S1C=CC2=C1CNC2 5,6-dihydro-4H-thieno[2,3-c]pyrrol